(S)-2-methyl-3-(4-(trifluoromethyl)phenyl)propanal C[C@H](C=O)CC1=CC=C(C=C1)C(F)(F)F